FC=1C=C(C=C(C1F)F)C1=C(C=CC=C1)NC(=O)C=1C(=NN(C1Cl)C)C(F)F N-(3',4',5'-trifluoro-biphenyl-2-yl)-5-chloro-3-difluoromethyl-1-methylpyrazol-4-ylcarboxamide